(2S,3R,5R)-3-(((2-(4-hydroxybenzoyl)hydrazinecarbonyl)oxy)methyl)-3-methyl-7-oxo-4-thia-1-azabicyclo[3.2.0]heptane-2-carboxylic acid 4,4-dioxide OC1=CC=C(C(=O)NNC(=O)OC[C@]2([C@@H](N3C(C[C@H]3S2(=O)=O)=O)C(=O)O)C)C=C1